1-cyclopropyl-6-fluoro-7-[2-(oxan-2-yloxy)ethoxy]-1,4-dihydroquinolin-4-one C1(CC1)N1C=CC(C2=CC(=C(C=C12)OCCOC1OCCCC1)F)=O